[Na].CC1=C(C=C(C=C1)C1=NN=NN1)N1C2=C(NC(CC1=O)=O)C1=CC=CC=C1C=C2 5-[2-methyl-5-(1H-tetrazol-5-yl)phenyl]-1H-naphtho[1,2-b][1,4]diazepin-2,4(3H,5H)-dione sodium salt